4-bromo-3-(difluoromethyl)-1-ethyl-1H-pyrazole BrC=1C(=NN(C1)CC)C(F)F